ClC1=C(C=CC(=C1)Cl)C1=C2C(=C(N=N1)NC1CN(CCC1)C)C=NC=C2 1-(2,4-dichlorophenyl)-N-(1-methylpiperidin-3-yl)pyrido[3,4-d]pyridazin-4-amine